6-ethyl-5-(2-(2-methylpyridin-3-yl)quinolin-8-yl)pyridin-2-amine C(C)C1=C(C=CC(=N1)N)C=1C=CC=C2C=CC(=NC12)C=1C(=NC=CC1)C